(E)-5-cyclobutyl-2-(7-(4-methoxybut-2-enoyl)-3,4,5,5a,6,7,8,9-octahydro-2H-1,2,5,7-tetraazabenzo[cd]azulen-2-yl)phenyl acetate C(C)(=O)OC1=C(C=CC(=C1)C1CCC1)N1N=C2CCN(CC3C2=C1CCN3)C(\C=C\COC)=O